C1CC[NH2+][C@@H](C1)C(=O)[O-] The molecule is the zwitterion of L-pipecolic acid formed by proton transfer from the carboxy group to nitrogen; major species at pH 7.3. It is a tautomer of a L-pipecolic acid.